2'-chloro-5'-Fluoro-4-hydroxy-6-methyl-2H-[1,4'-bipyridyl]-2-one ClC1=NC=C(C(=C1)N1C(C=C(C=C1C)O)=O)F